2-{[(1S)-1-{4-[(1R)-1-(4-Acryloylpiperazin-1-yl)-2-cyclopropylethyl]phenyl}ethyl]amino}-8-(propan-2-yl)pyrido[2,3-d]pyrimidin-7(8H)-on C(C=C)(=O)N1CCN(CC1)[C@H](CC1CC1)C1=CC=C(C=C1)[C@H](C)NC=1N=CC2=C(N1)N(C(C=C2)=O)C(C)C